tert-Butyl 2-[4-[(3R,5R)-5-[(3-bromo-4-oxo-pyrido[1,2-a]pyrimidin-2-yl)amino]-1-methyl-3-piperidyl]phenoxy]acetate BrC1=C(N=C2N(C1=O)C=CC=C2)N[C@@H]2C[C@@H](CN(C2)C)C2=CC=C(OCC(=O)OC(C)(C)C)C=C2